OC=1C=CC=C2C=CC(=NC12)NN 2-(8-hydroxyquinolin-2-yl)-hydrazin